2-(1-chlorocyclopropyl)-4-[(1S)-2,2-dichlorocyclopropyl]-1-(1H-1,2,4-triazol-1-yl)butan-2-ol ClC1(CC1)C(CN1N=CN=C1)(CC[C@@H]1C(C1)(Cl)Cl)O